2H,4H,5H,6H-pyrrolo[3,4-c]pyrazol-6-one N=1NC=C2C1C(NC2)=O